triisopropylsilyl (S)-2-((tert-butoxycarbonyl)amino)-3-(3-(4,4,5,5-tetramethyl-1,3,2-dioxaborolan-2-yl)-5-((triisopropylsilyl)oxy)phenyl)propanoate C(C)(C)(C)OC(=O)N[C@H](C(=O)O[Si](C(C)C)(C(C)C)C(C)C)CC1=CC(=CC(=C1)O[Si](C(C)C)(C(C)C)C(C)C)B1OC(C(O1)(C)C)(C)C